N[C@H](CCCC(N)=O)C(=O)O D-homoglutamine